ClC=1C=2N(C=C(C1)C1CN(C1)[C@@H](CCCN1CCN(CC1)C(=O)[O-])C(C)C)C(=NC2)C 4-[(4S)-4-(3-{8-chloro-3-methylimidazo[1,5-a]pyridin-6-yl}azetidin-1-yl)-5-methylhexyl]piperazine-1-carboxylate